3-[(3R)-3-({6-[tert-butyl 2-hydroxy-4-(trifluoromethyl)phenyl]-5-methyl-1,2,4-triazin-3-yl}amino)piperidin-1-yl]azetidine-1-carboxylate C(C)(C)(C)C=1C(=C(C=CC1C(F)(F)F)C1=C(N=C(N=N1)N[C@H]1CN(CCC1)C1CN(C1)C(=O)[O-])C)O